C(C)(C)(C)OC(=O)NCCNCCNC(=O)OC(C)(C)C 1,7-bis(t-butoxycarbonyl)diethylenetriamine